6-bromo-2-methyl-1-((2-(trimethylsilyl)ethoxy)methyl)-1H-benzo[d]imidazole BrC=1C=CC2=C(N(C(=N2)C)COCC[Si](C)(C)C)C1